Palladium (2+) bis(triphenylphosphine) dichloride [Cl-].[Cl-].C1(=CC=CC=C1)P(C1=CC=CC=C1)C1=CC=CC=C1.C1(=CC=CC=C1)P(C1=CC=CC=C1)C1=CC=CC=C1.[Pd+2]